[Cl-].C[NH2+]C N-methylmethanaminium chloride